N-(1-cyclohexyl-6-(6-ethoxypyridin-3-yl)-1H-pyrazolo[3,4-d]pyrimidin-4-yl)-5-nitrothiophene-2-carboxamide C1(CCCCC1)N1N=CC=2C1=NC(=NC2NC(=O)C=2SC(=CC2)[N+](=O)[O-])C=2C=NC(=CC2)OCC